FC=1C(=C2C(=CC(=CC2=CC1)C(=O)OCC)O)C#C[Si](C(C)C)(C(C)C)C(C)C ethyl 6-fluoro-4-hydroxy-5-{[tris(prop-2-yl)silyl]ethynyl}naphthalene-2-carboxylate